FC1(C(C1)C(=O)N1CCCC2=CC(=CC=C12)C(C(=O)NC1=CC=C(C=C1)F)C)F 2-[1-(2,2-Difluorocyclopropan-1-carbonyl)-1,2,3,4-tetrahydrochinolin-6-yl]-N-(4-fluorophenyl)propanamid